C1(CC1)NC(=O)C=1C(=CC2=C(OC[C@@H](N2)C)N1)CC1=CC=C(C=C1)F (S)-N-cyclopropyl-7-(4-fluorobenzyl)-2-methyl-2,3-dihydro-1H-pyrido[2,3-b][1,4]oxazine-6-carboxamide